FC1(CCN(CC1)C1=NC(=CC(=N1)NC(C1=C(C=C(C=C1)NS(=O)(=O)CCO)N1C[C@@H]2C[C@@]2(CC1)C(F)(F)F)=O)C)F N-(2-(4,4-difluoropiperidin-1-yl)-6-methylpyrimidin-4-yl)-4-((2-hydroxyethyl)sulfonamido)-2-((1R,6S)-6-(trifluoromethyl)-3-azabicyclo[4.1.0]heptan-3-yl)benzamide